(6aR,8R,9R,9aR)-8-(4-aminopyrrolo[2,1-f][1,2,4]triazin-7-yl)-8-cyano-2,2,4,4-tetraisopropyltetrahydro-6H-furo[3,2-f][1,3,5,2,4]trioxadisilocin-9-yl 2-ethylbutanoate C(C)C(C(=O)O[C@H]1[C@](O[C@H]2[C@H]1O[Si](O[Si](OC2)(C(C)C)C(C)C)(C(C)C)C(C)C)(C#N)C2=CC=C1C(=NC=NN12)N)CC